1,1-Bis(acryloyl-oxymethyl)ethyl isocyanate C(C=C)(=O)OCC(C)(COC(C=C)=O)N=C=O